3-[(tert-butoxycarbonyl)amino]-2-(3-methoxyphenyl)propionic acid C(C)(C)(C)OC(=O)NCC(C(=O)O)C1=CC(=CC=C1)OC